7-bromo-5-((3,4-dihydroisoquinolin-2(1H)-yl)methyl)pyrrolo[2,1-f][1,2,4]triazin-4-amine BrC1=CC(=C2C(=NC=NN21)N)CN2CC1=CC=CC=C1CC2